C(#N)C1=C(C=CC(=C1)C(F)(F)F)S(=O)(=O)N1C[C@@H]([C@@](C1)(CO)O)OC1=CC(=C(C#N)C(=C1)F)F 4-(((3S,4R)-1-((2-cyano-4-(trifluoromethyl)phenyl)sulfonyl)-4-hydroxy-4-(hydroxymethyl)pyrrolidin-3-yl)oxy)-2,6-difluorobenzonitrile